6-(3-fluorophenethoxy)-10,10a-dihydro-1H-oxazolo[3',4':3,4]imidazo[1,2-c]pyrimidin-8(3H)-one FC=1C=C(CCOC=2C=C3N(C(N2)=O)CC2N3COC2)C=CC1